CC1=CC(=CC(=C1C(=O)C)OC)C(=O)[O-] The molecule is a methoxybenzoate having a single methoxy group at the 3-position together with acetyl and methyl substituents at the 4- and 5-positions respectively. It derives from a benzoate. It is a conjugate base of a macrophomic acid.